(((1S)-1-carboxy-5-(2-((1r,4S)-4-((6-((2,5-dioxopyrrolidin-1-yl)oxy)-6-oxohexanamido)methyl)cyclohexane-1-carboxamido)-3-(naphthalen-2-yl)propanamido)pentyl)carbamoyl)-L-glutamic acid C(=O)(O)[C@H](CCCCNC(C(CC1=CC2=CC=CC=C2C=C1)NC(=O)C1CCC(CC1)CNC(CCCCC(=O)ON1C(CCC1=O)=O)=O)=O)NC(=O)N[C@@H](CCC(=O)O)C(=O)O